tert-butyl (2S,4S)-4-((3-amino-7-bromo-2-(3-(dimethylamino)-3-methylazetidin-1-yl)-8-fluoro-6-iodoquinolin-4-yl)amino)-2-(2-(tert-butoxy)-2-oxoethyl)piperidine-1-carboxylate NC=1C(=NC2=C(C(=C(C=C2C1N[C@@H]1C[C@H](N(CC1)C(=O)OC(C)(C)C)CC(=O)OC(C)(C)C)I)Br)F)N1CC(C1)(C)N(C)C